3-benzyloxy-2-fluoro-6-(3-methylbut-1-ynyl)benzaldehyde C(C1=CC=CC=C1)OC=1C(=C(C=O)C(=CC1)C#CC(C)C)F